BrCCCCCOCCCCCO 5-(5-Bromopentyloxy)-pentan-1-ol